2-[6-[rac-(3aS,7aR)-6-methyl-3,3a,4,5,7,7a-hexahydro-2H-pyrrolo[2,3-c]pyridin-1-yl]pyridazin-3-yl]-3-ethyl-5-(trifluoromethyl)phenol CN1C[C@H]2[C@@H](CC1)CCN2C2=CC=C(N=N2)C2=C(C=C(C=C2CC)C(F)(F)F)O |r|